cyclohexyl (3-hydroxy-2,2-dimethylpropyl)carbamate OCC(CNC(OC1CCCCC1)=O)(C)C